1-methyl-4-(iodomethyl)benzene CC1=CC=C(C=C1)CI